COC1=CC(=C(C(=C1)C)/C=C/C(=O)OC)C Methyl (E)-3-(4-methoxy-2,6-dimethylphenyl)acrylate